[4-(dibenzylamino)-2-(chloromethyl)phenyl]methanol C(C1=CC=CC=C1)N(C1=CC(=C(C=C1)CO)CCl)CC1=CC=CC=C1